2-(4'-bromo-[1,1'-biphenyl]-4-yl)benzo[b]thiophene BrC1=CC=C(C=C1)C1=CC=C(C=C1)C1=CC2=C(S1)C=CC=C2